C(C1=C(C(=C(C(=C1)C)O)C)C)C1=C(C(=C(C(=C1)C)O)C)C methylenebis(2,3,6-trimethylphenol)